ClC=1C(=C(C=C(C1)F)[C@H](C)NC(C(=O)[O-])CCC)COC1=CC=C(C=C1)OC ((S)-1-(3-chloro-5-fluoro-2-((4-methoxyphenoxy)methyl)phenyl)ethylamino)pentanoate